FC1=C(C(=CC2=CN(N=C12)C)C1=NC2=CC=C(C=C2C(=N1)C(NCCO)=O)N1C[C@H](N([C@H](C1)C)C(=O)OC(C)(C)C)C)OCOC tert-butyl (2R,6S)-4-{2-[7-fluoro-6-(methoxymethoxy)-2-methylindazol-5-yl]-4-[(2-hydroxyethyl)carbamoyl]quinazolin-6-yl}-2,6-dimethylpiperazine-1-carboxylate